FC1([C@H](C12CCN(CC2)S(=O)(=O)N)C2=NOC(=N2)C2=CC=1N(C=C2)C(=CN1)C)F (2R)-1,1-difluoro-2-[5-(3-methylimidazo[1,2-a]pyridin-7-yl)-1,2,4-oxadiazol-3-yl]-6-azaspiro[2.5]octane-6-sulfonamide